N,N'-bis(3-methyl-2-amino-benzoyl)ethylenediamine CC=1C(=C(C(=O)NCCNC(C2=C(C(=CC=C2)C)N)=O)C=CC1)N